bis(2-propenyl)phosphinic acid 1,1-dimethyl-2-propynyl ester CC(C#C)(C)OP(=O)(CC=C)CC=C